(phenyl-(pyridin-3-yl)methyl)pyridine C1(=CC=CC=C1)C(C=1C=NC=CC1)C1=NC=CC=C1